Tetrakis(2,4-di-tert-butylphenyl)[1,1-biphenyl]-4,4'-diylbisphosphonit C(C)(C)(C)C1=C(C=CC(=C1)C(C)(C)C)OP(OC1=C(C=C(C=C1)C(C)(C)C)C(C)(C)C)C1=CC=C(C=C1)C1=CC=C(C=C1)P(OC1=C(C=C(C=C1)C(C)(C)C)C(C)(C)C)OC1=C(C=C(C=C1)C(C)(C)C)C(C)(C)C